S-propyl-alliin ethyl-4-propyl-5-(pyrimidin-4-yl)-4H-1,2,4-triazole-3-carboxylate C(C)N1N=C(N(C1C1=NC=NC=C1)CCC)C(=O)O.C(CC)S(C[C@H](N)C(=O)O)(=O)CC=C